1,3-bis(isocyanatoprop-2-yl)-cyclohexane N(=C=O)CC(C)C1CC(CCC1)C(C)CN=C=O